2,4-Bis(allyloxy)-6-chloro-5-nitropyrimidine C(C=C)OC1=NC(=C(C(=N1)OCC=C)[N+](=O)[O-])Cl